naphthyl-sulfonium C1(=CC=CC2=CC=CC=C12)[SH2+]